N-(5-(benzo[d]isothiazol-3-yl)-4-((4-(3-(hydroxymethyl)tetrahydrofuran-3-yl)-6-(methylsulfonyl)pyridin-2-yl)amino)pyridin-2-yl)acetamide S1N=C(C2=C1C=CC=C2)C=2C(=CC(=NC2)NC(C)=O)NC2=NC(=CC(=C2)C2(COCC2)CO)S(=O)(=O)C